L-threonate monohydrate O.O=C([C@H](O)[C@@H](O)CO)O